C[N+]1=CC=C(C=C1)C=CC1=CC(=CC=C1)C=O N-methyl-4-(3-formylstyryl)-pyridinium